(3R)-1-(7-(5-cyclopropyl-6-methyl-1H-indazol-4-yl)-8-fluoro-2-(((2R,7aS)-2-fluorotetrahydro-1H-pyrrolizin-7a(5H)-yl)methoxy)pyrido[4,3-d]pyrimidin-4-yl)-3-(fluoromethyl)piperidin-3-ol C1(CC1)C=1C(=C2C=NNC2=CC1C)C1=C(C=2N=C(N=C(C2C=N1)N1C[C@@](CCC1)(O)CF)OC[C@]12CCCN2C[C@@H](C1)F)F